ClC1=C(C(NO)=N)C=CC(=C1)OC1=NC=CC=C1F 2-chloro-4-((3-fluoropyridin-2-yl)oxy)-N-hydroxybenzimidamide